ClC1=C(C=C(C=C1)F)C1C=2N(C(C(N1)=O)=C)C(=NC2NC(C2=CC(=CC(=C2)C(F)(F)F)F)=O)C(=O)OCC ethyl 8-(2-chloro-5-fluorophenyl)-1-(3-fluoro-5-(trifluoromethyl)benzamido)-5-methylene-6-oxo-5,6,7,8-tetrahydroimidazo[1,5-a]pyrazine-3-carboxylate